(3R)-3-amino-5-[(4-chlorophenyl)methyl]-8-fluoro-7-[5-[2-(hydroxymethyl)tetrahydro-furan-2-yl]-1,2,4-oxadiazol-3-yl]-1,1-dioxo-2,3-dihydro-1λ6,5-benzothiazepin-4-one N[C@H]1CS(C2=C(N(C1=O)CC1=CC=C(C=C1)Cl)C=C(C(=C2)F)C2=NOC(=N2)C2(OCCC2)CO)(=O)=O